6-Bromo-13,14-dihydro-carbazolo[1,2-a]carbazol BrC1=CC=2C=3C=CC=CC3NC2C=2C1=CC=C1C3=CC=CC=C3NC21